2-amino-2-deoxy-galactose N[C@@H](C=O)[C@@H](O)[C@@H](O)[C@H](O)CO